amino-7-cyclopropyl-1-[(8R)-4-oxaspiro[2.5]octan-8-yl]pyrido[2,3-d]pyrimidin-2-one NC=1C2=C(N(C(N1)=O)[C@@H]1CCCOC13CC3)N=C(C=C2)C2CC2